tert-butyl 5-(4-nitrophenyl)-2,5-diazabicyclo[2.2.1]heptane-2-carboxylate [N+](=O)([O-])C1=CC=C(C=C1)N1C2CN(C(C1)C2)C(=O)OC(C)(C)C